tert-Butyl 4-[4-[3-cyano-4-[2-(3,5-difluoro-2-pyridyl)-2-hydroxy-ethoxy]pyrazolo[1,5-a]pyridin-6-yl]-5-methyl-triazol-1-yl]piperidine-1-carboxylate C(#N)C=1C=NN2C1C(=CC(=C2)C=2N=NN(C2C)C2CCN(CC2)C(=O)OC(C)(C)C)OCC(O)C2=NC=C(C=C2F)F